CC=1C=C(C=CC1C)C=1NC(C=2N(C1)N=C(C2)C(=O)N[C@H](CCO)C2=CC=C(C=C2)OC)=O |r| rac-6-(3,4-Dimethylphenyl)-N-[3-hydroxy-1-(4-methoxyphenyl)propyl]-4-oxo-5H-pyrazolo[1,5-a]-pyrazine-2-carboxamide